2-ethyl-9,10-dibenzyloxyanthracene C(C)C1=CC2=C(C3=CC=CC=C3C(=C2C=C1)OCC1=CC=CC=C1)OCC1=CC=CC=C1